N1-(2-(difluoromethoxy)phenyl)-N2-((S)-4-methyl-1-oxo-1-(((S)-3-oxo-1-((S)-2-oxopyrrolidin-3-yl)-4-(2,3,5,6-tetrafluorophenoxy)butan-2-yl)amino)pentan-2-yl)oxalamide FC(OC1=C(C=CC=C1)NC(C(=O)N[C@H](C(N[C@@H](C[C@H]1C(NCC1)=O)C(COC1=C(C(=CC(=C1F)F)F)F)=O)=O)CC(C)C)=O)F